2-(6-{[(1S,3S)-3-[(5-(difluoromethoxy)pyrimidin-2-yl)amino]cyclopentyl]amino}pyridin-3-yl)acetohydrazide FC(OC=1C=NC(=NC1)N[C@@H]1C[C@H](CC1)NC1=CC=C(C=N1)CC(=O)NN)F